CC(CS(=O)(=O)[O-])(C)NC(C=C)=O.C(C)[N+]1=CN(C=C1)C 3-ethyl-1-methyl-1H-imidazolium 2-methyl-2-[(1-oxo-2-propen-1-yl)amino]-1-propanesulfonate